FC=1C(=NC=C(C1)F)CNC(=O)C1=CN=C(S1)N1CCC(CC1)N1C[C@@H](CCC1)C N-[(3,5-Difluoropyridin-2-yl)methyl]-2-[(3R)-3-methyl[1,4'-bipiperidin]-1'-yl]-1,3-thiazole-5-carboxamide